COC1=C(C=C(C(=C1)CCNCC1=C(C=CC=C1)O)OC)C1=CC=CC=C1 2-(((2-(2,5-dimethoxy-[1,1'-biphenyl]-4-yl)ethyl)amino)methyl)phenol